3-(hydroxymethyl)-4-(2-(methoxycarbonyl)-4-nitrophenyl)piperazine-1-carboxylic acid tert-butyl ester C(C)(C)(C)OC(=O)N1CC(N(CC1)C1=C(C=C(C=C1)[N+](=O)[O-])C(=O)OC)CO